O=C1NC([C@@H]2CCCC[C@H]12)=O (3aR,7aS)-1,3-Dioxohexahydro-1H-isoindol